Ethyl 3-amino-5-chloro-2-(2-chloroethoxy)-6-fluorobenzoate NC=1C(=C(C(=O)OCC)C(=C(C1)Cl)F)OCCCl